ClC(OC1=CC=C(C=C1)NC(=O)C=1C=C(C2=C(N=C3COC[C@H](N32)CF)C1)C1=CC=NN1)(F)F (S)-N-(4-(chlorodifluoromethoxy)phenyl)-4-(fluoromethyl)-6-(1H-pyrazol-5-yl)-3,4-dihydro-1H-benzo[4,5]imidazo[2,1-C][1,4]oxazin-8-carboxamide